1-(2,2-difluoropropyl)pyrazolo[3,4-d]Pyrimidine-6-carboxylic acid FC(CN1N=CC=2C1=NC(=NC2)C(=O)O)(C)F